C1(CC1)N1C=C(C(C2=CC(=CN=C12)C)=O)C(=O)O 1-cyclopropyl-6-methyl-4-oxo-1,4-dihydro-1,8-NAPHTHYRIDINE-3-carboxylic acid